2,3,4,6-tetraacetyl-β-D-Glucopyranosyl Isothiocyanate C(C)(=O)[C@@]1([C@@H](O[C@@H]([C@]([C@@]1(O)C(C)=O)(O)C(C)=O)C(O)C(C)=O)N=C=S)O